C(C=C)(=O)N[C@@H]1[C@@H](COC1)NC1=NC=C2C=C(N=C(C2=C1)NC(=O)C1CC1)C1=C(C(=CC(=C1Cl)OC)OC)Cl N-(7-(((3S,4R)-4-acrylamidotetrahydrofuran-3-yl)amino)-3-(2,6-dichloro-3,5-dimethoxyphenyl)-2,6-naphthyridin-1-yl)cyclopropanecarboxamide